ethyl (E)-N-cyanoformimidate C(#N)/N=C/OCC